2,3-dimethyl-1,4-butylenediamine CC(CN)C(CN)C